O=C1N(CC2=CC(=CC=C12)O[C@@H]1CN(CC1)CC=1C=C2C=CC(=NC2=CC1)CO[C@@H]1COCC1)C1C(NC(CC1)=O)=O 3-(1-Oxo-5-(((S)-1-((2-((((S)-tetrahydrofuran-3-yl)oxy)methyl)quinolin-6-yl)methyl)pyrrolidin-3-yl)oxy)isoindolin-2-yl)piperidine-2,6-dione